C(C)C1=NN2C(C=C(C=C2)N2CC3(C2)CN(CC3)C(=O)N3CC(C3)O)=C1N(C=1SC(=C(N1)C1=CC=C(C=C1)F)C#N)C 2-((2-ethyl-5-(6-(3-hydroxyazetidine-1-carbonyl)-2,6-diazaspiro[3.4]octane-2-yl)pyrazolo[1,5-a]pyridin-3-yl)(methyl)amino)-4-(4-fluorophenyl)thiazole-5-carbonitrile